Aluminium Oxide Hafnium [Hf+4].[O-2].[Al+3]